S(CCC(C(=O)O)C(C)N)CCC(C(=O)O)C(C)N.ClC1=C(C=C(OCC(=O)NC23CC(C2)(C3)C=3OC(=NN3)COC=3C=NC=C(C3)F)C=C1)F 2-(4-chloro-3-fluorophenoxy)-N-[3-(5-{[(5-fluoropyridin-3-yl)oxy]methyl}-1,3,4-oxadiazol-2-yl)bicyclo[1.1.1]pentan-1-yl]acetamide 2,2'-thiodiethylenebis(3-aminobutyrate)